2-(2-((3R,4R)-3-amino-4-fluoropiperidin-1-yl)-5,6-difluoro-1H-benzo[d]imidazol-1-yl)-1-(4-(azepane-1-carbonyl)piperidin-1-yl)ethan-1-one N[C@@H]1CN(CC[C@H]1F)C1=NC2=C(N1CC(=O)N1CCC(CC1)C(=O)N1CCCCCC1)C=C(C(=C2)F)F